ethyl-beta-carboline-3-carboxylic acid methyl ester COC(=O)C=1N=C(C=2NC3=CC=CC=C3C2C1)CC